ethyl 6-(((S)-1-((2S,4R)-4-hydroxy-2-((4-(4-methylthiazol-5-yl) benzyl) carbamoyl) pyrrolidin-1-yl)-3,3-dimethyl-1-oxobutan-2-yl) amino)-6-oxohexanoate O[C@@H]1C[C@H](N(C1)C([C@H](C(C)(C)C)NC(CCCCC(=O)OCC)=O)=O)C(NCC1=CC=C(C=C1)C1=C(N=CS1)C)=O